ClC1=CC=C(C=C1)C=1N=NN(C1)C(C(=O)NC1=C(C=C(C=C1Cl)Cl)Cl)=C 2-(4-(4-chlorophenyl)-1H-1,2,3-triazol-1-yl)-N-(2,4,6-trichlorophenyl)acrylamide